1-((1,3-dimethyl-1H-pyrazol-4-yl)sulfonyl)-N-(benzo[d]thiazol-5-yl)-4-fluoropiperidine-4-carboxamide CN1N=C(C(=C1)S(=O)(=O)N1CCC(CC1)(C(=O)NC=1C=CC2=C(N=CS2)C1)F)C